C1(CCCC1)NC(=O)C1(CC=C(C=C1)C1=CC=CC=C1)C(=O)NC1CCCC1 N,N'-dicyclopentyl-4,4-biphenyldicarboxamide